FC(C1=NN=C(O1)C1=C(C=C(C=C1)NC(CC1=C(C=CC=C1)F)=O)S(NCC1=C(C=C(C=C1)OC)OC)(=O)=O)F N-{4-[5-(difluoromethyl)-1,3,4-oxadiazol-2-yl]-3-[(2,4-dimethoxybenzyl)sulfamoyl]Phenyl}-2-(2-fluorophenyl)acetamide